BrC=1C(=NN(C1C(F)(F)F)CC(C)C)N 4-Bromo-1-isobutyl-5-(trifluoromethyl)-1H-pyrazol-3-amine